endo-acetic acid C(C)(=O)O